CN(C=1C=C(NC2=CC=3[O+]=C4C=C(C=CC4=CC3C(C2)(C)C)N(CCCCCC(=O)O)CC)C=CC1)C 6-[[6-[3-(Dimethylamino)anilino]-8,8-dimethyl-7H-xanthene-10-ium-3-yl]-ethyl-amino]hexanoic acid